O=S1(CC2C(=NOC2C1)C=1C=CC(=C(C(=O)OC)C1)OC)=O methyl 5-(5,5-dioxido-3a,4,6,6a-tetrahydrothieno[3,4-d]isoxazol-3-yl)-2-methoxybenzoate